2-(4-(benzyloxy)-1H-indol-3-yl)-N,N-bis(methyl-d3)ethan-1-amine C(C1=CC=CC=C1)OC1=C2C(=CNC2=CC=C1)CCN(C([2H])([2H])[2H])C([2H])([2H])[2H]